OC(CC(=O)N[C@@H](C)C1=CC(=CC=C1)OCC(F)(F)F)(C(C)C)C(F)(F)F 3-Hydroxy-4-methyl-N-((S)-1-(3-(2,2,2-trifluoroethoxy)phenyl)ethyl)-3-(trifluoromethyl)pentanamide